(6-butyl-5-(2,6-dimethoxyphenyl)-2,4-dihydroxypyridin-3-yl)(3-(5-chloropyridin-2-yl)pyrrolidin-1-yl)methanone C(CCC)C1=C(C(=C(C(=N1)O)C(=O)N1CC(CC1)C1=NC=C(C=C1)Cl)O)C1=C(C=CC=C1OC)OC